Methyl ((1R,2R)-2-(hydroxymethyl)cyclopropyl)benzoate OC[C@H]1[C@@H](C1)C1=C(C(=O)OC)C=CC=C1